ON1[C@@H]2CC[C@H](N(C1=O)C2)C(NC(=O)[C@H]2CN(CC2)C)=N (3R)-N-(((2S,5R)-6-hydroxy-7-oxo-1,6-diazabicyclo[3.2.1]oct-2-yl)(imino)methyl)-1-methylpyrrolidine-3-carboxamide